ClC=1N(C2=CC=CC=C2C1\C=N\NC(=O)C=1OC2=C(C1)C(=CC(=C2)OC)OC)CCOCC (E)-N'-{[2-chloro-1-(2-ethoxyethyl)-1H-indol-3-yl]methylene}-4,6-dimethoxybenzofuran-2-carbohydrazide